CC1C2=NC(=CC3=C(C(=C([N-]3)C=C4C(=C(C(=N4)C=C5C(=C(C(=C2)[N-]5)C)C)C)CCC(=O)O)CCC(=O)O)C)C1(C)C.[Fe] The molecule is a metallochlorin that is the iron(II) complex of 7,8-dihydroporphyrin which is substituted by methyl groups at positions 3, 7, 7, 8, 12, 13, and 17, and by carboxyethyl groups at positions 2 and 18. It is a ferroheme, a metallochlorin and a dicarboxylic acid. It is a conjugate acid of an iron methylchlorin(2-).